C(CCC1=CC(O)=C(O)C=C1)(=O)NCCCCNCCCN N-dihydrocaffeoylspermidine